amino-1-naphthalenepropionic acid NC1=C(C2=CC=CC=C2C=C1)CCC(=O)O